2-(6-bromo-4-cyclopropoxy-1-oxophthalazin-2(1H)-yl)acetic acid BrC=1C=C2C(=NN(C(C2=CC1)=O)CC(=O)O)OC1CC1